4-cyano-4-(dodecylsulfanylthiocarbonyl)sulfanyl-pentanoic acid C(#N)C(CCC(=O)O)(C)SC(=S)SCCCCCCCCCCCC